2-(4-(6-((4-cyano-2-fluorobenzyl)oxy)pyridin-2-yl)-2,5-difluorobenzyl)-1-((3R,4R)-4-methoxy-4-methyltetrahydrofuran-3-yl)-1H-benzo[d]imidazole-6-carboxylic acid C(#N)C1=CC(=C(COC2=CC=CC(=N2)C2=CC(=C(CC3=NC4=C(N3[C@@H]3COC[C@]3(C)OC)C=C(C=C4)C(=O)O)C=C2F)F)C=C1)F